NC1=C2N=CN(C2=NC(=N1)F)[C@H]1C[C@@H]([C@@](O1)(C#C)COP(=O)(OC1=CC=CC=C1)N[C@@H](CC1=CC=CC=C1)C(=O)OCCCCCCCCCCCCCCCCC)O Heptadecyl ((((2R,3S,5R)-5-(6-amino-2-fluoro-9H-purin-9-yl)-2-ethynyl-3-hydroxytetrahydrofuran-2-yl)methoxy)(phenoxy)phosphoryl)-L-phenylalaninate